(2R,3S)-3-((5-fluoro-2-(7-methyl-2-(methylcarbamoyl)quinoxalin-5-yl)benzo[d]thiazol-6-yl)oxy)butan-2-yl (2-methylpyrimidin-5-yl)carbamate CC1=NC=C(C=N1)NC(O[C@H](C)[C@H](C)OC1=CC2=C(N=C(S2)C2=C3N=CC(=NC3=CC(=C2)C)C(NC)=O)C=C1F)=O